O1C(C1)CCN1C(C2=CC=CC=C2C1=O)=O 2-(2-(oxiran-2-yl)ethyl)isoindoline-1,3-dione